N1C(=CC2=CC=CC=C12)C(=O)N1CC=2N(CC1)N=CC2C(=O)N(C2(CC2)C2OCC(CO2)N2C(C1=CC=CC=C1C2=O)=O)C 5-(1H-indole-2-carbonyl)-N-methyl-N-{1-[(2r,5r)-5-(1,3-dioxo-2,3-dihydro-1H-isoindol-2-yl)-1,3-dioxan-2-yl]cyclopropyl}-4H,5H,6H,7H-pyrazolo[1,5-a]pyrazine-3-carboxamide